C(=O)CBr formylmethyl bromide